N1=C(C=CC=C1)CNCC1=CC=C(C=C1)CN1CCNCCCNCCNCCC1 N-(pyridin-2-ylmethyl)-1-[4-(1,4,8,11-tetrazacyclotetradec-1-ylmethyl)phenyl]methanamine